ethyl 2-((4-fluoro-2-methylphenyl)-amino)-6-(trifluoro-methyl)benzoate FC1=CC(=C(C=C1)NC1=C(C(=O)OCC)C(=CC=C1)C(F)(F)F)C